3,5-dichloro-1-(4-methyltetrahydro-2H-pyran-4-yl)pyrazin-2(1H)-one ClC=1C(N(C=C(N1)Cl)C1(CCOCC1)C)=O